NC1(CCN(CC1)C=1C2=C(N=C(N1)N)N(N=N2)CC2=CC=C(C=C2)O)C 7-(4-amino-4-methylpiperidin-1-yl)-3-(4-hydroxybenzyl)-3H-[1,2,3]triazolo[4,5-d]pyrimidin-5-amine